(R)-6-(3,3-difluorocyclobutyl)-2-methyl-4-((1-(2-methyl-3-(trifluoromethyl)phenyl)prop-2-yn-1-yl)amino)pyrido[4,3-d]pyrimidin-7(6H)-one FC1(CC(C1)N1C=C2C(N=C(N=C2N[C@H](C#C)C2=C(C(=CC=C2)C(F)(F)F)C)C)=CC1=O)F